deoxy-3-methyladenosine CN1C=NC(C=2N=CN([C@H]3C[C@H](O)[C@@H](CO)O3)C12)=N